3-amino-7-oxabicyclo[2.2.1]hept-5-ene-2-carboxylic acid amide NC1C(C2C=CC1O2)C(=O)N